3-[(1-Adamantanyl)acetoxy]-2-{[3-(diethylamino)propoxycarbonyloxy]methyl}propyl (9Z,12Z)-9,12-octadecadienoate C(CCCCCCC\C=C/C\C=C/CCCCC)(=O)OCC(COC(CC12CC3CC(CC(C1)C3)C2)=O)COC(=O)OCCCN(CC)CC